CN(CCN1CCOCC1)C (2-Dimethylaminoethyl)Morpholine